CC1=C(C(=O)P(C2=CC=CC=C2)(OCC)=O)C(=CC=C1)C 2,6-dimethylbenzoyl-ethoxyphenylphosphine oxide